C1(CCC1)C=1C=NN2C1N=C(C=C2NC2=CC(=CC(=C2)C)C(F)(F)F)O[C@@H]2CNCCC2 (S)-3-cyclobutyl-N-(5-methyl-3-trifluoromethylphenyl)-5-((piperidin-3-yl)oxy)pyrazolo[1,5-a]pyrimidin-7-amine